methyl 1-(2-[[(benzyloxy)carbonyl]amino]acetamido)cyclobutane-1-carboxylate C(C1=CC=CC=C1)OC(=O)NCC(=O)NC1(CCC1)C(=O)OC